C1=COOCCCC1 dioxacyclooctene